2-(4-chloro-1-isopropyl-1H-pyrazol-5-yl)-N-(6-(1-ethyl-4-(trifluoromethyl)-1H-imidazol-2-yl)pyridin-3-yl)-4,5,6,7-tetrahydropyrazolo[1,5-a]pyridin-4-amine ClC=1C=NN(C1C1=NN2C(C(CCC2)NC=2C=NC(=CC2)C=2N(C=C(N2)C(F)(F)F)CC)=C1)C(C)C